CN(CCO)C[C@@H]1CNCC1 (S)-2-(methyl-(pyrrolidin-3-ylmethyl)amino)ethan-1-ol